CN1CCC(=CC1)C=1SC2=C(N1)C=C(C=C2)[C@@H]2NC[C@H](CC2)C 2-(1-methyl-3,6-dihydro-2H-pyridin-4-yl)-5-[(2R,5S)-5-methyl-2-piperidyl]-1,3-benzothiazole